C(C=C)C=1C=C(C(O)=C(C1)Br)O 4-allyl-6-bromocatechol